BrC=1C=CC(=C(C1)CNC)N1CCOCC1 1-(5-bromo-2-morpholinophenyl)-N,N-dimethylamine